O1CCN(CC1)C=1C2=C(N=C(N1)N1N=C(C=C1)C1CCN(CC1)C(CC)=O)C=CC=N2 1-[4-[1-(4-morpholinopyrido[3,2-d]pyrimidin-2-yl)pyrazol-3-yl]-1-piperidyl]propan-1-one